1-(3-nitrobenzyl)-N3-(pyridin-2-yl)-1H-1,2,4-triazole-3,5-diamine [N+](=O)([O-])C=1C=C(CN2N=C(N=C2N)NC2=NC=CC=C2)C=CC1